bis[2-(4,5-dihydro-1H-imidazol-2-yl)propan-2-yl]diazene N1C(=NCC1)C(C)(C)N=NC(C)(C)C=1NCCN1